[I-].CN1C=[N+](C=C1)CCC[Si](OC)(OC)OC 1-methyl-3-(3-(trimethoxysilyl)propyl)-1H-imidazol-3-ium iodide